6-bromo-1',8-dimethyl-spiro[2H-imidazo[1,5-a]pyridine-3,3'-piperidine]-1,5-dione BrC1=CC(=C2N(C1=O)C1(CN(CCC1)C)NC2=O)C